N-(5-(5-(difluoromethyl)-1,3,4-oxadiazol-2-yl)pyrimidin-2-yl)-1-(2-(dimethylamino)ethyl)-4-phenyl-1H-benzo[d]imidazol-6-amine FC(C1=NN=C(O1)C=1C=NC(=NC1)NC=1C=C(C2=C(N(C=N2)CCN(C)C)C1)C1=CC=CC=C1)F